C1(=CC=CC=C1)C1CC(CCCCCCCC1)=O phenylcycloundecane-3-one